2,6-dichloro-p-nitroaniline ClC1=C(N)C(=CC(=C1)[N+](=O)[O-])Cl